C(C=C)[C@H]1C(N2[C@]3(CCN(C[C@H]3C1)CC1=CC=C(C=C1)C(F)(F)F)OC[C@@H]2C(C)C)=O (3S,6R,7aR,11aR)-6-allyl-3-isopropyl-9-[[4-(trifluoromethyl)phenyl]methyl]-2,3,6,7,7a,8,10,11-octahydrooxazolo[2,3-j][1,6]naphthyridin-5-one